2-[6-amino-5-[8-[5-[1-(3-aminopropyl)-4-piperidyl]pyrimidin-2-yl]-3,8-diazabicyclo[3.2.1]octan-3-yl]pyridazin-3-yl]phenol NC1=C(C=C(N=N1)C1=C(C=CC=C1)O)N1CC2CCC(C1)N2C2=NC=C(C=N2)C2CCN(CC2)CCCN